2-{[(1S)-1-{4-[4-(4-acryloylpiperazin-1-yl)tetrahydro-2H-pyran-4-yl]phenyl}ethyl]amino}-5-methyl-8-(propan-2-yl)pyrido[2,3-d]pyrimidin-7(8H)-on C(C=C)(=O)N1CCN(CC1)C1(CCOCC1)C1=CC=C(C=C1)[C@H](C)NC=1N=CC2=C(N1)N(C(C=C2C)=O)C(C)C